(Z)-1-(3-(5-(dimethylamino)-2-isopropylphenyl)-4-oxothiazolidin-2-ylidene)-3-(4-(1-(3-(trifluoromethoxy)phenyl)-1H-1,2,4-triazol-3-yl)phenyl)urea CN(C=1C=CC(=C(C1)N1/C(/SCC1=O)=N/C(=O)NC1=CC=C(C=C1)C1=NN(C=N1)C1=CC(=CC=C1)OC(F)(F)F)C(C)C)C